ClC=1C=C(C=CC1)N1C=C(C2=C1N=CN=C2N2C[C@H](N(C[C@@H]2C)C(=O)OC2(CC2)C)C)C2CC2 1-methylcyclopropyl (2r,5s)-4-(7-(3-chlorophenyl)-5-cyclopropyl-7H-pyrrolo[2,3-d]pyrimidin-4-yl)-2,5-dimethylpiperazine-1-carboxylate